C1OCC2C1CN(C2)C2=CC=1NC=C3N(C1N=C2)CCNC3 3-(tetrahydro-1H-furo[3,4-c]pyrrol-5(3H)-yl)-7,8,9,10-tetrahydro-5H-pyrazino[1,2-a]pyrido[3,2-e]pyrazin